(2H-1,2,3-triazol-4-yl)methyl (1-((3-chloro-4-fluorophenyl)carbamoyl)-2,3-dimethyl-2,4,5,6-tetrahydrocyclopenta[c]pyrrol-4-yl)carbamate ClC=1C=C(C=CC1F)NC(=O)C=1N(C(=C2C1CCC2NC(OCC2=NNN=C2)=O)C)C